((((4S,5S)-1,3-dioxolan-4,5-diyl)bis(methylene))bis(oxy))bis(4-oxobutanoic acid) O1CO[C@H]([C@@H]1COC(C(=O)O)CC=O)COC(C(=O)O)CC=O